N-(3-phenoxybenzyl)-4-vinylaniline O(C1=CC=CC=C1)C=1C=C(CNC2=CC=C(C=C2)C=C)C=CC1